C1(CC2C(CC1)O2)COC(=O)C2CC1C(CC2)O1 4-Epoxycyclohexanecarboxylic acid (3,4-epoxycyclohexylmethyl) ester